styrene-Citraconic acid C(=CC1=CC=CC=C1)/C(=C(/C(=O)O)\C)/C(=O)O